tert-Butyl (3S,5S)-3-[[4-[4-[(4-amino-1-naphthyl)oxy]-2-methyl-thiazol-5-yl]pyrimidin-2-yl]amino]-5-fluoro-piperidine-1-carboxylate NC1=CC=C(C2=CC=CC=C12)OC=1N=C(SC1C1=NC(=NC=C1)N[C@@H]1CN(C[C@H](C1)F)C(=O)OC(C)(C)C)C